NC1=NC=CC2=C1C=C(S2)CNC(=O)[C@H]2N(CC1(OCCO1)C2)C(CNC(C2=CC(=C(C=C2)OC2=CC=CC=C2)C)=O)=O (S)-N-((4-aminothieno[3,2-c]pyridin-2-yl)methyl)-7-((3-methyl-4-phenoxybenzoyl)glycyl)-1,4-dioxa-7-azaspiro[4.4]nonane-8-carboxamide